C(C)(C)(C)OC(NC=1SC2=C(N1)C=CC(=C2)NC2=NC=C(C=C2)F)=O N-[6-[[5-fluoro-2-pyridinyl]amino]-1,3-benzothiazol-2-yl]carbamic acid tert-butyl ester